(Z)-2-(5-bromo-1H-indol-3-yl)-3-(4-(methylsulfanyl)pyridin-3-yl)-acrylonitrile BrC=1C=C2C(=CNC2=CC1)/C(/C#N)=C/C=1C=NC=CC1SC